CC1=CSC=2N=CN=C(C21)C=2CCN(CC2)CC=2C=C1CN(C(C1=CC2)=O)N2C(NC(CC2)=O)=O 1-(5-((4-(5-methylthieno[2,3-d]pyrimidin-4-yl)-3,6-dihydropyridin-1(2H)-yl)methyl)-1-oxoisoindolin-2-yl)dihydropyrimidine-2,4(1H,3H)-dione